[OH-].C(C)[NH3+] ethylammonium hydroxide